O1C(CCCC1)N1C2=NC=NC=C2N=C1 9-(tetrahydro-2H-pyran-2-yl)-9H-purine